Tert-butyl ((1S)-2-((4-(cyclopropyl(4,4,4-trifluorobutanamido)methyl)pyridin-2-yl)amino)-1-(4,4-difluorocyclohexyl)-2-oxoethyl)carbamate C1(CC1)C(C1=CC(=NC=C1)NC([C@H](C1CCC(CC1)(F)F)NC(OC(C)(C)C)=O)=O)NC(CCC(F)(F)F)=O